2-methyl-6-(7-(1-oxa-6-azaspiro[3.5]nonan-6-ylcarbonyl)-2-quinoxalinyl)-1(2H)-isoquinolinone CN1C(C2=CC=C(C=C2C=C1)C1=NC2=CC(=CC=C2N=C1)C(=O)N1CC2(CCO2)CCC1)=O